C1(CCC1)OC=1C(=CC=2C(N1)=NN(C2)[C@@H]2COCCC2)C(=O)NC2=NN(C=C2)C (S)-6-cyclobutoxy-N-(1-methyl-1H-pyrazol-3-yl)-2-(tetrahydro-2H-pyran-3-yl)-2H-pyrazolo[3,4-b]pyridine-5-carboxamide